[C@]1([C@](O)([C@](O)([C@@H](CO)O1)CC(=O)O)CC(=O)O)(N1C(=O)NC(=O)C=C1)CC(=O)O.C(C)(=O)O.C(C)(=O)O.C(C)(=O)O.[C@@H]1([C@H](O)[C@H](O)[C@@H](CO)O1)N1C(=O)NC(=O)C=C1 uridine triacetate (UridineTriacetate)